C(C)(C)(C)OC(=O)N1CCC(CC1)O 1-(T-Butoxycarbonyl)-4-hydroxypiperidine